COC(C1=C(C=CC(=C1)S(=O)(=O)N1C(CCC2=CC(=CC=C12)CC)CC)OCC1=NC=NC=C1)=O 5-((2,6-diethyl-3,4-dihydroquinolin-1(2H)-yl)sulfonyl)-2-((pyrimidin-4-yl)methoxy)benzoic acid methyl ester